FC(CC1=C(NC2=CC=C(C=C12)C1CCNCC1)C1=CC(=NC=C1)C)F 3-(2,2-difluoroethyl)-2-(2-methylpyridin-4-yl)-5-(piperidin-4-yl)-1H-indole